NC1=C(SC2=NC(=CC=C21)C)C(=O)NC2C(C=1C=CC(=NC1CC2)N2CC(C(C2)COC)N)(F)F 3-amino-N-{2-[3-amino-4-(methoxymethyl)pyrrolidin-1-yl]-5,5-difluoro-5,6,7,8-tetrahydroquinolin-6-yl}-6-methylthieno[2,3-b]pyridine-2-carboxamide